5-bromo-6-methoxy-2',6'-dimethyl-[1,1'-biphenyl]-3-carbaldehyde BrC=1C=C(C=C(C1OC)C1=C(C=CC=C1C)C)C=O